F[C@H]1CNCCC1N1CCC(CC1)(F)F (3'S)-3',4,4-trifluoro-1,4'-bipiperidine